CC1=NN(C(=C1)C)C=1C=C(C=C(C1)F)[C@H](CC(=O)OC)CN1CC2(C1)CN(CC2)CC2=NC=1NCCCC1C=C2 methyl (S)-3-(3-(3,5-dimethyl-1H-pyrazol-1-yl)-5-fluorophenyl)-4-(6-((5,6,7,8-tetrahydro-1,8-naphthyridin-2-yl)methyl)-2,6-diazaspiro[3.4]octan-2-yl)butanoate